1-[2-(piperazin-1-yl)ethyl]-7-(1,3,5-trimethyl-1H-pyrazol-4-yl)-1H-indole-2-carboxylate N1(CCNCC1)CCN1C(=CC2=CC=CC(=C12)C=1C(=NN(C1C)C)C)C(=O)[O-]